ClC=1C=C2CCN(CC2=C(C1)[C@H]1N(CCOC1)C(=O)OC(C)(C)C)C(COC)=O tert-butyl (R)-3-(6-chloro-2-(2-methoxyacetyl)-1,2,3,4-tetrahydroisoquinolin-8-yl)morpholine-4-carboxylate